C[N+]1(CCCC1)CCCC N-methyl-n-butyl-pyrrolidinium